ClC1=C(C(=C(C(=N1)N1CCC(CC1)(C(=O)N)O)C#N)CC)C#N 1-(6-chloro-3,5-dicyano-4-ethylpyridin-2-yl)-4-hydroxypiperidine-4-carboxamide